ClC1=C(C(=CC=C1)F)C1=NOC(=C1COC1CC1)C=1C=NN(C1C)CCC(C)(O)C 4-{4-[3-(2-chloro-6-fluorophenyl)-4-(cyclopropoxymethyl)-1,2-oxazol-5-yl]-5-methyl-1H-pyrazol-1-yl}-2-methylbutan-2-ol